O=C1NC(CCC1N1N=NC2=C(C1=O)C=C(C=C2)NCCCCC(=O)O)=O 5-((3-(2,6-dioxopiperidin-3-yl)-4-oxo-3,4-dihydrobenzo[d][1,2,3]Triazin-6-yl)amino)pentanoic acid